CC(CC1OCCC(C1)O)C (2-methylpropyl)oxan-4-ol